N-(phenylsulfonyl)benzenesulfonamide ethyl-2-(4-(tert-butoxycarbonyl)piperazin-1-yl)pyrimidine-5-carboxylate C(C)OC(=O)C=1C=NC(=NC1)N1CCN(CC1)C(=O)OC(C)(C)C.C1(=CC=CC=C1)S(=O)(=O)NS(=O)(=O)C1=CC=CC=C1